1'-(4'-oxo-1,3-dihydro-4'H-spiro[indene-2,5'-[1,3]oxazol]-2'-yl)-3H-spiro[2-benzofuran-1,4'-piperidin]-3-one O=C1N=C(OC12CC1=CC=CC=C1C2)N2CCC1(CC2)OC(C2=C1C=CC=C2)=O